4-(6-(5-((2,4-difluorophenyl)sulfonamido)-6-methoxypyridine-3-yl)-1,8-naphthyridin-4-yl)piperazine-1-carboxylic acid tert-butyl ester C(C)(C)(C)OC(=O)N1CCN(CC1)C1=CC=NC2=NC=C(C=C12)C=1C=NC(=C(C1)NS(=O)(=O)C1=C(C=C(C=C1)F)F)OC